3-benzyl-1-(trans-4-((5-cyano-4-(6-(hydroxymethyl)-pyridin-3-yl)pyrimidin-2-yl)amino)-cyclohexyl)-1-(5-(1-methyl-1H-pyrazol-4-yl)pyridin-2-yl)urea C(C1=CC=CC=C1)NC(N(C1=NC=C(C=C1)C=1C=NN(C1)C)[C@@H]1CC[C@H](CC1)NC1=NC=C(C(=N1)C=1C=NC(=CC1)CO)C#N)=O